FC=1C=C(C(=O)NO)C=C(C1)F 3,5-difluoro-N-hydroxybenzamid